(S)-N-(1-cycloheptyl-2-((6-(3,5-dimethyl-1H-pyrazol-4-yl)pyridin-3-yl)amino)-2-oxoethyl)-1-ethyl-1H-pyrazole-5-carboxamide C1(CCCCCC1)[C@@H](C(=O)NC=1C=NC(=CC1)C=1C(=NNC1C)C)NC(=O)C1=CC=NN1CC